(S)-(2,7-dimethyl-3-(1-methyl-3-(trifluoromethyl)-1H-pyrazol-5-yl)-2,4,5,7-tetrahydro-6H-pyrazolo[3,4-c]Pyridin-6-yl)(2-methylquinolin-4-yl)methanone CN1N=C2[C@@H](N(CCC2=C1C1=CC(=NN1C)C(F)(F)F)C(=O)C1=CC(=NC2=CC=CC=C12)C)C